FC(C=1N=C(NC1)C1=CC=C(CNNC(=O)OC(C)(C)C)C=C1)(F)F tert-butyl 2-(4-(4-(trifluoromethyl)-1H-imidazol-2-yl)benzyl)hydrazine-1-carboxylate